BrC=1C(=C2C(=NC=NC2=CC1)N1CC2(C1)CCN(CC2)C(=O)OC(C)(C)C)F tert-Butyl 2-(6-bromo-5-fluoroquinazolin-4-yl)-2,7-diazaspiro[3.5]nonane-7-carboxylate